N-(4-(4-((difluoromethyl)sulfonamido)phenyl)-1H-pyrrolo[2,3-b]pyridin-6-yl)cyclopropylcarboxamide FC(S(=O)(=O)NC1=CC=C(C=C1)C1=C2C(=NC(=C1)NC(=O)C1CC1)NC=C2)F